C(C)(C)(C)[Si](OC=1C=C2C(=NC1)N(N=C2)C2OCCCC2)(C)C tert-butyl-dimethyl-(1-tetrahydropyran-2-ylpyrazolo[3,4-b]pyridin-5-yl)oxy-silane